3-(2-((1,5-dimethyl-1H-pyrazol-3-yl)amino)pyrimidin-4-yl)-1H-indol CN1N=C(C=C1C)NC1=NC=CC(=N1)C1=CNC2=CC=CC=C12